ClC=1C(=C(C=CC1)C(C(=O)N1CC2=C(CCC1)N=C(NC2=O)C2(CC2)C=2C=NC=C(C2)C2=CC=CC=C2)O)F 6-(2-(3-chloro-2-fluorophenyl)-2-hydroxyacetyl)-2-(1-(5-phenylpyridin-3-yl)cyclopropyl)-3,5,6,7,8,9-hexahydro-4H-pyrimido[5,4-c]azepin-4-one